1-cyclobutyl-4-((6-phenylpyridazin-3-yl)methyl)piperazine-2,3-dione C1(CCC1)N1C(C(N(CC1)CC=1N=NC(=CC1)C1=CC=CC=C1)=O)=O